C(=O)O.ClC=1C=C(C=CC1C(=O)N1CCN(CC1)C(CN(C)C)=O)NC(=O)C=1N(C(=CN1)C1=C(C=C(C=C1)OC(F)F)F)C N-[3-chloro-4-[4-[2-(dimethylamino)acetyl]piperazine-1-carbonyl]phenyl]-5-[4-(difluoromethoxy)-2-fluoro-phenyl]-1-methyl-imidazole-2-carboxamide formate